NCCC1=CC(=C(OC2=CC=C(OCCCCN3CCN(CC3)C3=C(C=C(OC[C@H]4OC[C@@H]([C@H]([C@H]4O)O)OC4=NC(=CC=C4)C(F)(F)F)C=C3)F)C=C2)C=C1)I (2R,3R,4S,5S)-2-((4-(4-(4-(4-(4-(2-aminoethyl)-2-iodophenoxy)phenoxy)butyl)piperazin-1-yl)-3-fluorophenoxy)methyl)-5-((6-(trifluoromethyl)pyridin-2-yl)oxy)tetrahydro-2H-pyran-3,4-diol